para-(trimethoxysilyl)Aniline CO[Si](C1=CC=C(N)C=C1)(OC)OC